C(=CC)N=C=O propenyl isocyanate